C(C)(C)(C)OC(=O)N1CC2(C1)CC(C2)NC2=NC=C(C(=N2)C2=CNC1=C(C(=CC=C21)C#N)P(=O)(C)C)C(F)(F)F 6-((4-(6-cyano-7-(dimethylphosphoryl)-1H-indol-3-yl)-5-(trifluoromethyl)pyrimidin-2-yl)amino)-2-azaspiro[3.3]heptane-2-carboxylic acid tert-butyl ester